NC1=C(C(N(C2=NC(=CC=C12)NCC(F)(F)F)C1=CC=C(C=C1)N)=O)C(=O)OC([2H])([2H])[2H] methyl-d3 4-amino-1-(4-aminophenyl)-7-((2,2,2-trifluoroethyl) amino)-2-oxo-1,2-dihydro-1,8-naphthyridine-3-carboxylate